(S)-(4-(4-((4-(3-aminopiperidin-1-yl)-5-(1-(2,2,2-trifluoroethyl)-1H-pyrazol-4-yl)pyridin-2-yl)amino)pyrimidin-2-yl)-3-fluoro-5-methoxyphenyl)methanol N[C@@H]1CN(CCC1)C1=CC(=NC=C1C=1C=NN(C1)CC(F)(F)F)NC1=NC(=NC=C1)C1=C(C=C(C=C1OC)CO)F